FC1=CC=C(C=C1)C1=C(NC=C1I)C(=O)OC methyl 3-(4-fluorophenyl)-4-iodo-1H-pyrrole-2-carboxylate